1,10-diamino-decane NCCCCCCCCCCN